C(C)N1C(NCCC1)=O 1-ethyltetrahydropyrimidin-2(1H)-one